ClC1=C2C=C(NC2=CC(=C1)F)C(=O)OC methyl 4-chloro-6-fluoro-1H-indole-2-carboxylate